1-(3-chloro-2-hydroxymethylphenyl)-3-(3-chloro-5-methoxyphenyl)urea ClC=1C(=C(C=CC1)NC(=O)NC1=CC(=CC(=C1)OC)Cl)CO